C([C@]1(C)C(C)(C)C(C(=O)O)CC1)(=O)O (S)-(-)-camphoric acid